2-(4-{2-[(R)-2-(difluoromethyl)-1-azetidinyl]-5-ethyl-6-(trifluoromethyl)-4-pyrimidinyl}-1-pyrazolyl)-1-(1-piperazinyl)-1-ethanone FC([C@@H]1N(CC1)C1=NC(=C(C(=N1)C=1C=NN(C1)CC(=O)N1CCNCC1)CC)C(F)(F)F)F